C(C1=CC=CC=C1)C=1N(C=2C(=C3CC[C@@H](N(C3=CC2)C(=O)OC)C)N1)[C@H]1CCC12CCNCC2 methyl (S)-2-benzyl-7-methyl-3-((S)-7-azaspiro[3.5]nonan-1-yl)-3,7,8,9-tetrahydro-6H-imidazo[4,5-f]quinoline-6-carboxylate